C(C)(C)(C)OC(C1=C(C=C(C(=C1)F)N1N=C(N(C1=O)C)CNC(=O)OC(C)(C)C)F)=O 4-(3-{[(Tert-Butoxycarbonyl)amino]methyl}-4-methyl-5-oxo-4,5-dihydro-1H-1,2,4-triazol-1-yl)-2,5-difluorobenzoic acid tert-butyl ester